4,4'-(propane-2,2-diyl)diphthalic acid CC(C)(C=1C=C(C(C(=O)O)=CC1)C(=O)O)C=1C=C(C(C(=O)O)=CC1)C(=O)O